CC(C(C)C=1C=NC=C(C1)C1=CC=CC=C1)=CC1=CC=CC=C1 3-(3-methyl-4-phenylbut-3-en-2-yl)-5-PHENYLPYRIDINE